2-amino-5-(4-((1R,5S)-3-(1,3-difluoropropan-2-yl)-3-azabicyclo[3.1.0]hexan-1-yl)phenyl)-N-((1r,4R)-4-hydroxycyclohexyl)nicotinamide NC1=C(C(=O)NC2CCC(CC2)O)C=C(C=N1)C1=CC=C(C=C1)[C@@]12CN(C[C@H]2C1)C(CF)CF